antimony oxychloride chloride O(Cl)Cl.[Sb]